N-(quinolin-8-yl)isoquinoline-1-sulfonamide N1=CC=CC2=CC=CC(=C12)NS(=O)(=O)C1=NC=CC2=CC=CC=C12